BrC=1CCCC2=C(C1C1=CC=C(C=C1)CC1CN(C1)CCCF)C=CC(=C2)O 8-Bromo-9-(4-((1-(3-fluoropropyl)azetidin-3-yl)methyl)phenyl)-6,7-dihydro-5H-benzo[7]annulen-3-ol